(S)-1'-(6-amino-5-((2-(azetidin-1-yl)-3-chloropyridin-4-yl)thio)pyrazin-2-yl)-1-methyl-4,6-dihydro-1H-spiro[cyclopenta[d]imidazole-5,4'-piperidin]-6-amine NC1=C(N=CC(=N1)N1CCC2(CC1)CC1=C(N(C=N1)C)[C@H]2N)SC2=C(C(=NC=C2)N2CCC2)Cl